1-{3-[1-methyl-6-(trifluoromethyl)indol-2-yl]azetidin-1-yl}prop-2-en-1-one CN1C(=CC2=CC=C(C=C12)C(F)(F)F)C1CN(C1)C(C=C)=O